((2-hydroxy-1-naphthyl)methylen)amino-2H-benzimidazol OC1=C(C2=CC=CC=C2C=C1)C=NC1N=C2C(=N1)C=CC=C2